(3-ethyl-1H-indazol-5-yl)-2-oxo-1,2-dihydroquinoline-3,8-dicarboxamide C(C)C1=NNC2=CC=C(C=C12)N1C(C(=CC2=CC=CC(=C12)C(=O)N)C(=O)N)=O